N-[4-{2-[(5-fluoropyridin-2-yl)amino]-2-oxoethyl}-5,8-dioxo-6-(propan-2-yl)-5,6,7,8-tetrahydro-4H-pyrazolo[1,5-a]pyrrolo[3,4-d]pyrimidin-2-yl]-1H-1,2,3-triazole-5-carboxamide FC=1C=CC(=NC1)NC(CN1C=2N(C(C3=C1C(N(C3)C(C)C)=O)=O)N=C(C2)NC(=O)C2=CN=NN2)=O